Isotridecyl Myristate C(CCCCCCCCCCCCC)(=O)OCCCCCCCCCCC(C)C